2-chloro-2-deoxy-D-glucose Cl[C@@H](C=O)[C@@H](O)[C@H](O)[C@H](O)CO